Cl.NC1=CC=C(C(=O)N2[C@@H](CC2)C(=O)NC=2SC=C(N2)C2=CC(=CC=C2)C2=CC(=NC(=C2)C)C)C=C1 (S)-1-(4-aminobenzoyl)-N-(4-(3-(2,6-dimethylpyridin-4-yl)phenyl)thiazol-2-yl)azetidine-2-carboxamide hydrochloride